C(C)C=1C=C(SC1)C1(CC1)C=1NC(C2=C(N1)CCNC2)=O 2-(1-(4-ethylthiophen-2-yl)cyclopropyl)-5,6,7,8-tetrahydropyrido[4,3-d]pyrimidin-4(3H)-one